(S)-2'-(1H-1,3-benzodiazol-2-yl)-6'-chloro-4-{[1-(2-fluoro-6-methoxyphenyl)butyl]carbamoyl}-[1,1'-biphenyl]-2-carboxylic acid N1C(=NC2=C1C=CC=C2)C2=C(C(=CC=C2)Cl)C=2C(=CC(=CC2)C(N[C@@H](CCC)C2=C(C=CC=C2OC)F)=O)C(=O)O